NC1=CC(=C2N(C(C(NC2=C1)=O)=O)C)OCCC[C@H]1CN(C[C@H](C1(F)F)C)C(=O)OC(C)(C)C tert-butyl (3S,5R)-3-(3-((7-amino-4-methyl-2,3-dioxo-1,2,3,4-tetrahydroquinoxalin-5-yl)oxy)propyl)-4,4-difluoro-5-methylpiperidine-1-carboxylate